FC(OC1=CC(=CC=2N(C=NC21)C[C@H]2OCC2)C(=O)O)F 4-(difluoromethoxy)-1-(((S)-oxetan-2-yl)methyl)-1H-benzo[d]imidazole-6-carboxylic acid